N-((4,6-dimethyl-2-oxo-1,2-dihydropyridin-3-yl)methyl)-5-(ethyl-(tetrahydro-2H-pyran-4-yl)amino)-4-methyl-4'-((ethylamino)methyl)-[1,1'-biphenyl]-3-carboxamide CC1=C(C(NC(=C1)C)=O)CNC(=O)C=1C=C(C=C(C1C)N(C1CCOCC1)CC)C1=CC=C(C=C1)CNCC